2,2,4-Trimethylpentyltriethoxysilan CC(C[Si](OCC)(OCC)OCC)(CC(C)C)C